Diisopropylphenylazide C(C)(C)C=1C(=C(C=CC1)N=[N+]=[N-])C(C)C